BrC1=CC=CC=2C=3N(C(=NC12)N[C@H]1C(NCCCC1)=O)N=C(N3)C3=C(C=CC=C3)OC(F)(F)F (3R)-3-({7-bromo-2-[2-(trifluoromethoxy)phenyl][1,2,4]triazolo[1,5-c]quinazolin-5-yl}amino)azepan-2-one